C(C)(=O)N1C[C@@H](CCC1)NCC1=CC(=C(C(=C1)O)N1CC(NS1(=O)=O)=O)F 5-[4-[[[(3R)-1-acetyl-3-piperidyl]amino]methyl]-2-fluoro-6-hydroxy-phenyl]-1,1-dioxo-1,2,5-thiadiazolidin-3-one